tert-butyl 3-(5-bromopyridin-2-yl)-3-(4-(5-cyclopropylpyridin-3-yl)-1H-1,2,3-triazol-1-yl)azetidine-1-carboxylate BrC=1C=CC(=NC1)C1(CN(C1)C(=O)OC(C)(C)C)N1N=NC(=C1)C=1C=NC=C(C1)C1CC1